CC1(CNCC1)CO (3-methylpyrrolidin-3-yl)methanol